FC1(CC(C1)CN1N=CC(=C1)C=1C(=NC=C(C1)F)C1=CC2=C(N(C(=N2)C)C)C=C1)F 5-(3-(1-((3,3-difluorocyclobutyl)methyl)-1H-pyrazol-4-yl)-5-fluoropyridin-2-yl)-1,2-dimethyl-1H-benzo[d]imidazole